C(C)C=1C=CC=C2C=C(C=C(C12)B(O)O)OCOC (8-ethyl-3-(methoxymethoxy)naphthalen-1-yl)boronic acid